N'-[4-[tert-butyl(dimethyl)silyl]oxy-2-ethyl-phenyl]-4-[[(3S)-tetrahydrofuran-3-yl]amino]-6-(4,4,5,5-tetramethyl-1,3,2-dioxaborolan-2-yl)pyrrolo[1,2-b]pyridazine-3-carboxamidine [Si](C)(C)(C(C)(C)C)OC1=CC(=C(C=C1)N=C(N)C1=C(C=2N(N=C1)C=C(C2)B2OC(C(O2)(C)C)(C)C)N[C@@H]2COCC2)CC